methyl N-((S)-3-acetoxy-2-(1-oxo-4-(4-pivaloylphenyl)isoindolin-2-yl)propanoyl)-O-acetyl-L-serinate C(C)(=O)OC[C@@H](C(=O)N[C@@H](COC(C)=O)C(=O)OC)N1C(C2=CC=CC(=C2C1)C1=CC=C(C=C1)C(C(C)(C)C)=O)=O